(S)-7-methoxy-4-(3-phenyl-1H-pyrazol-4-yl)-6-(tetrahydro-2H-pyran-2-yl)quinazoline COC1=C(C=C2C(=NC=NC2=C1)C=1C(=NNC1)C1=CC=CC=C1)[C@H]1OCCCC1